C(C1=CC=CC=C1)NC(N[C@H](C(=O)NC1=NC=CC(=C1)CN1C(N[C@@H](C1)C(F)(F)F)=O)C1CCC(CC1)C)=O (S)-2-(3-Benzylureido)-2-((1r,4S)-4-methylcyclohexyl)-N-(4-(((S)-2-oxo-4-(trifluoromethyl)imidazolidin-1-yl)methyl)pyridin-2-yl)acetamide